5-chloro-2-fluoro-4-(1-phenylpropylamino)-N-(thiazol-2-yl)benzenesulfonamide ClC=1C(=CC(=C(C1)S(=O)(=O)NC=1SC=CN1)F)NC(CC)C1=CC=CC=C1